C1(CC1)C=1C=NC(=NC1)N1CCC(=CC1)C(=O)O 1-(5-cyclopropylpyrimidin-2-yl)-1,2,3,6-tetrahydropyridine-4-carboxylic acid